C(C)C1=C(NC(=C1C(=O)N)C1=CC=CC=C1)C1=CC=C(C=C1)O ethyl-2-(4-hydroxyphenyl)-5-phenylAzole-4-carboxamide